2-{7-[(7S)-4-azaspiro[2.5]octan-7-yl]-7H-pyrrolo[2,3-c]pyridazin-3-yl}-5-(5-methyl-1H-1,2,3-triazol-1-yl)phenol C1CC12NCC[C@@H](C2)N2C=CC1=C2N=NC(=C1)C1=C(C=C(C=C1)N1N=NC=C1C)O